C(C1=CC=CC=C1)OC1=CC=C(C=C1)C=1N(C2=CC=CC=C2C(C1OC)=O)C 2-(4-(benzyloxy)phenyl)-3-methoxy-1-methylquinolin-4(1H)-one